ClC1=C(C=O)C=CC(=C1)OC=1C=NC(=CC1)C 2-chloro-4-((6-methylpyridine-3-yl)oxy)benzaldehyde